ClC1=C(C=CC=C1)CN1N=C(C(=C1C1=CC(=CC=C1)OC)C)COC(C(=O)O)(C)C 2-({1-[(o-Chlorophenyl)methyl]-5-(m-methoxyphenyl)-4-methyl-1H-pyrazol-3-yl}methoxy)-2-methylpropionic acid